(S)-N-(5-(2-(2-aminopyridin-3-yl)-5-(3-(azetidin-1-yl)-1H-pyrazol-1-yl)-3H-imidazo[4,5-b]pyridin-3-yl)-2,3-dihydro-1H-inden-1-yl)-3-formyl-4-hydroxybenzamide NC1=NC=CC=C1C1=NC=2C(=NC(=CC2)N2N=C(C=C2)N2CCC2)N1C=1C=C2CC[C@@H](C2=CC1)NC(C1=CC(=C(C=C1)O)C=O)=O